tert-Butyl-L-valyl-L-alanyl-N6-(tert-butoxycarbonyl)-L-lysinat C(C)(C)(C)N[C@@H](C(C)C)C(=O)N[C@@H](C)C(=O)OC([C@@H](N)CCCCNC(=O)OC(C)(C)C)=O